benzyl 4-(3-(3,4-dimethoxyphenyl)-2-methyl-1H-pyrrolo[2,3-c]pyridin-5-yl)-[1,4'-bipiperidine]-1'-carboxylate COC=1C=C(C=CC1OC)C1=C(NC2=CN=C(C=C21)C2CCN(CC2)C2CCN(CC2)C(=O)OCC2=CC=CC=C2)C